4-Methyl-5-(trimethylstannyl)pyridazine CC1=CN=NC=C1[Sn](C)(C)C